(Z)-3-(2-cyanovinyl)-2,2-dimethyl-cyclopropanoic acid chloride C(#N)\C=C/C1C(C1C(=O)Cl)(C)C